ClC1=C(C=C(C=C1)N1CCC(CC1)N1CCN(CC1)C1=CC(=C(N)C=C1F)OC)F 4-(4-(1-(4-Chloro-3-fluorophenyl)piperidin-4-yl)piperazin-1-yl)-5-fluoro-2-methoxyaniline